2,2',2''-{10-[1-carboxy-4-{4-[2-(2-ethoxyethoxy)ethoxy]phenyl}butyl]-1,4,7,10-tetraazacyclododecane-1,4,7-triyl}tris(3-hydroxypropionic acid) gadolinium [Gd].C(=O)(O)C(CCCC1=CC=C(C=C1)OCCOCCOCC)N1CCN(CCN(CCN(CC1)C(C(=O)O)CO)C(C(=O)O)CO)C(C(=O)O)CO